1,6,7-Trihydroxy-3-methoxy-9H-xanthen-9-on OC1=CC(=CC=2OC3=CC(=C(C=C3C(C12)=O)O)O)OC